COCCOC mono-glyme